tert-butyl (3S)-3-chlorocarbonyloxypiperidine-1-carboxylate ClC(=O)O[C@@H]1CN(CCC1)C(=O)OC(C)(C)C